C(C1=CC=CC=C1)N1[C@H](CCC1=O)C(C(=O)N[C@@H]1[C@@H](CCCC1)O)=O 2-[(2R)-1-Benzyl-5-oxopyrrolidin-2-yl]-N-[(1S,2R)-2-hydroxycyclohexyl]-2-oxoacetamide